4-(4-{3-[4-Chloro-3-(trifluoromethyl)phenyl]ureido}phenoxy)N2-methyl-pyridine-2-carboxamide 4-methylbenzenesulfonate CC1=CC=C(C=C1)S(=O)(=O)O.ClC1=C(C=C(C=C1)NC(NC1=CC=C(OC2=CC(=NC=C2)C(=O)NC)C=C1)=O)C(F)(F)F